BrC=1C(=C(C#N)C(=CC1)NC(C)=C1C(OC(OC1=O)(C)C)=O)C 3-bromo-6-((1-(2,2-dimethyl-4,6-dioxo-1,3-dioxan-5-ylidene)ethyl)amino)-2-methyl-benzonitrile